ClC1=C(C(=NN1)C)NC(C1=C(C=C(C(=C1)F)C1=NC(=C(C=C1)Cl)CO)O[C@H](C(F)(F)F)C)=O (S)-N-(5-Chloro-3-methyl-1H-pyrazol-4-yl)-4-(5-chloro-6-(hydroxymethyl)pyridin-2-yl)-5-fluoro-2-((1,1,1-trifluoropropan-2-yl)oxy)benzamide